FC1=C(C(=O)O)C=CC(=C1)C1=C(N(C2=CC(=CC(=C12)O)F)C1=CC=C(C=C1)F)C(COC)(C)C 2-fluoro-4-[6-fluoro-1-(4-fluorophenyl)-4-hydroxy-2-(2-methoxy-1,1-dimethyl-ethyl)indol-3-yl]benzoic acid